N-(5-(6-(4-(tert-butyl)phenyl)-1-oxo-3,4-dihydro-2,7-naphthyridin-2(1H)-yl)-2-hydroxyphenyl)methanesulfonamide C(C)(C)(C)C1=CC=C(C=C1)C=1C=C2CCN(C(C2=CN1)=O)C=1C=CC(=C(C1)NS(=O)(=O)C)O